C(C)C=1C(=CC=C2C=C(C=C(C12)C1=C(C=2N=C(N=C(C2C=N1)N1C[C@@H](C[C@@H](C1)C)O)OC[C@]12CCCN2C[C@@H](C1)F)F)O)F (3R,5S)-1-(7-(8-ethyl-7-fluoro-3-hydroxynaphthalen-1-yl)-8-fluoro-2-(((2R,7aS)-2-fluorohexahydro-1H-pyrrolizin-7a-yl)methoxy)pyrido[4,3-d]pyrimidin-4-yl)-5-methylpiperidin-3-ol